N-((3-(2,6-dichloro-3,5-dimethoxyphenyl)-methyl-2-oxo-1,2-dihydro-1,6-naphthyridin-7-yl)methyl)acrylamide ClC1=C(C(=C(C=C1OC)OC)Cl)C=1C(N(C2=CC(=NC=C2C1)CNC(C=C)=O)C)=O